6-chloro-2-(3,4-difluorophenyl)-5-methoxy-1H-benzo[d]imidazole-4,7-dione ClC1=C(C(C2=C(NC(=N2)C2=CC(=C(C=C2)F)F)C1=O)=O)OC